C(C)(C)(C)OC(=O)N1CCC2(CC(C2)N2C(CCC2)C2=C(C=CC=C2)C(C)C)CC1 2-(2-(2-isopropylphenyl)pyrrolidin-1-yl)-7-azaspiro[3.5]nonane-7-carboxylic acid tert-butyl ester